2-amino-1-[1-(trifluoromethyl)cyclopropyl]ethanol hydrochloride Cl.NCC(O)C1(CC1)C(F)(F)F